FC=1C=C2C(C(=CN(C2=CC1N1[C@H](CCC1)COC1=NC=CC=C1C)C1CCOCC1)C(=O)OCC)=O ethyl 6-fluoro-7-[(2R)-2-[[(3-methylpyridin-2-yl)oxy]methyl]pyrrolidin-1-yl]-1-(oxan-4-yl)-4-oxoquinoline-3-carboxylate